FC(C1(CC1)C(=O)OCC([C@H](C[C@H]1C(NCCC1)=O)NC([C@@H](NC(=O)C=1NC2=CC=CC(=C2C1)OC)CC(C)C)=O)=O)(F)F (3S)-3-{[N-(4-methoxy-1H-indole-2-carbonyl)-L-leucyl]amino}-2-oxo-4-[(3S)-2-oxopiperidin-3-yl]butyl 1-(trifluoromethyl)cyclopropane-1-carboxylate